4-((1-((4-chloro-3-ethynylphenyl)ethynyl)cyclopropyl)carbamoyl)piperazine-1-carboxylic acid tert-butyl ester C(C)(C)(C)OC(=O)N1CCN(CC1)C(NC1(CC1)C#CC1=CC(=C(C=C1)Cl)C#C)=O